C(C)(C)(C)OC(=O)N1CC(C1)OC1=CC(=C(C(=C1)F)F)F 3-(3,4,5-trifluorophenoxy)azetidine-1-carboxylic acid tert-butyl ester